C12(CC(C1)C2)C2=CNC(C1=CC(=CC=C21)OCC#N)=O 2-((4-(bicyclo[1.1.1]pentan-1-yl)-1-oxo-1,2-dihydroisoquinolin-7-yl)oxy)acetonitrile